C(C1=CC=CC=C1)OC[C@]1(C(C1)(F)F)CO[Si](C)(C)C(C)(C)C (S)-((1-((benzyloxy)methyl)-2,2-difluorocyclopropyl)methoxy)(tert-butyl)dimethylsilane